2-(5-Chloro-6-((2-(4-fluorobenzyl)-1-oxo-1,2,3,4-tetrahydroisoquinolin-6-yl)oxy)pyridine-3-yl)-3,5-dioxo-2,3,4,5-tetrahydro-1,2,4-triazine-6-carboxylic acid ClC=1C=C(C=NC1OC=1C=C2CCN(C(C2=CC1)=O)CC1=CC=C(C=C1)F)N1N=C(C(NC1=O)=O)C(=O)O